NC([C@H](CCC(=O)OC(C)(C)C)N1C(C2=CC=CC(=C2C1)OCC1=CC=C(C=C1)[C@@H](C)N1CCN(CC1)C(=O)C1CC1)=O)=O Tert-butyl (S)-5-amino-4-(4-((4-((R)-1-(4-(cyclopropanecarbonyl)piperazin-1-yl)ethyl)benzyl)oxy)-1-oxoisoindolin-2-yl)-5-oxopentanoate